ClC=1C=C2C(C(NC2=CC1)=O)(C)C 5-chloro-3,3-dimethylindolin-2-one